FC(C1=CC=CC2=C1SC(=C2)C(=O)O)(F)F 7-(Trifluoromethyl)benzo[b]thiophene-2-carboxylic acid